4-nonenedienol C(=CCC=CC=CCC)O